12-Hydroxy-heneicosanoic acid OC(CCCCCCCCCCC(=O)O)CCCCCCCCC